methyl 1-(3-bromo-4,5,6-trichloro-2-(hydroxymethyl)phenyl)-3-((tert-butoxycarbonyl)amino)pyrrolidine-3-carboxylate BrC=1C(=C(C(=C(C1Cl)Cl)Cl)N1CC(CC1)(C(=O)OC)NC(=O)OC(C)(C)C)CO